NC1=C(C(=NC=2N1N=C(C2Cl)C)NCCC=2C(N(C=CC2)CCOC)=O)C#N 7-amino-3-chloro-5-((2-(1-(2-methoxyethyl)-2-oxo-1,2-dihydropyridin-3-yl)ethyl)amino)-2-methylpyrazolo[1,5-a]pyrimidine-6-carbonitrile